1-(1-methyl-allyloxy)-3-(propargyloxy)-2-propanol CC(C=C)OCC(COCC#C)O